C(C)(=O)C1=CC=C(C=C1)NO 4-acetylphenylhydroxylamine